2-[4-[3-(5-Fluoro-2-pyridyl)-1-methyl-pyrazol-4-yl]-1H-pyrrolo[2,3-b]pyridin-5-yl]acetonitrile FC=1C=CC(=NC1)C1=NN(C=C1C1=C2C(=NC=C1CC#N)NC=C2)C